1-heptyl-1-methylpyrrolium cyanide [C-]#N.C(CCCCCC)[N+]1(C=CC=C1)C